C(C)(C)(C)C=1N=C(C2=C(N1)N(C=C2I)C=2C=NC=CC2)N(C(O)=O)C(=O)OC(C)(C)C.O2COC1=C2C=CC(=C1)OCC(=O)N(CC1OCCC1)CC 2-(1,3-benzodioxol-5-yloxy)-N-ethyl-N-(tetra-hydrofuran-2-ylmethyl)acetamide tert-butyl-(tert-butoxycarbonyl)(5-iodo-7-(pyridin-3-yl)-7H-pyrrolo[2,3-d]pyrimidin-4-yl)carbamate